5-Fluoro-1-((4aR,6R,7aS)-2-(3-fluorophenethoxy)-2-oxidotetrahydro-4H-furo[3,2-d][1,3,2]dioxaphosphinin-6-yl)pyrimidine-2,4(1H,3H)-dione FC=1C(NC(N(C1)[C@H]1C[C@@H]2OP(OC[C@H]2O1)(=O)OCCC1=CC(=CC=C1)F)=O)=O